4-(4-bromo-2-fluorobenzyl)-4,7-diazaspiro[2.5]octane-5,8-dione BrC1=CC(=C(CN2C3(CC3)C(NCC2=O)=O)C=C1)F